[O-2].[Fe+2] trans-iron oxide